C(CC1=CC=CC=C1)OC(=O)C=1OC=CC1 furoic acid phenethyl ester